3-(2-((2,6-dimethylbenzoyl)oxy)-2,2-diphenylacetoxy)spiro[bicyclo[3.2.1]octane-8,1'-pyrrolidin]-8-ium chloride [Cl-].CC1=C(C(=O)OC(C(=O)OC2CC3CCC(C2)[N+]32CCCC2)(C2=CC=CC=C2)C2=CC=CC=C2)C(=CC=C1)C